C(C1=CC=CC=C1)N1CC2(CC1)CCC(CC2)N[C@H](CCCCN(C)C)C(=O)N2[C@@H](CN(CC2)C(=O)OC2=C(C(=C(C=C2)C)C)Cl)C(NCC=2SC=CC2)=O 2-chloro-3,4-dimethylphenyl (3S)-4-[N2-(2-benzyl-2-azaspiro[4.5]dec-8-yl)-N6,N6-dimethyl-D-lysyl]-3-[(thiophen-2-ylmethyl)carbamoyl]piperazine-1-carboxylate